NC1=NC2=CC(=NC=C2C=C1C=1C=NC(=CC1C)[C@H](CC)O)NC(=O)[C@@H]1C(C1)(F)F (R)-N-(2-amino-3-(6-((S)-1-hydroxypropyl)-4-methylpyridin-3-yl)-1,6-naphthyridin-7-yl)-2,2-difluorocyclopropane-1-carboxamide